O1CCC2=C1C=CC(=C2)[S@](=O)(=N)C=2C=C1C=NN(CC1=CC2)CC=2C=NC(=CC2)OC (S)-6-(2,3-dihydrobenzofuran-5-sulfonimidoyl)-2-((6-methoxypyridin-3-yl)methyl)phthalazin